7-(4-fluoro-2-isopropoxy-anilino)-N-(3-hydroxypropyl)thiazolo[5,4-d]pyrimidine-2-carboxamide FC1=CC(=C(NC=2C3=C(N=CN2)SC(=N3)C(=O)NCCCO)C=C1)OC(C)C